tert-butyl 5-(2-chloro-5-cyano-3-((8-cyano-4-(cyclopropyl(4-methoxybenzyl)amino)pyrazolo[1,5-a][1,3,5]triazin-2-yl)amino)phenyl)-2,5-diazabicyclo[4.1.0]heptane-2-carboxylate ClC1=C(C=C(C=C1NC1=NC=2N(C(=N1)N(CC1=CC=C(C=C1)OC)C1CC1)N=CC2C#N)C#N)N2CCN(C1CC21)C(=O)OC(C)(C)C